O.C1(CC1)N1C=C(C(C2=CC(=C(C(=C12)OC)N1C[C@H](NCC1)C)F)=O)C(=O)O.O.O.C1(CC1)N1C=C(C(C2=CC(=C(C(=C12)OC)N1C[C@H](NCC1)C)F)=O)C(=O)O |r| (±)-1-cyclopropyl-6-fluoro-1,4-dihydro-8-methoxy-7-(3-methyl-1-piperazinyl)-4-oxo-3-quinolinecarboxylic acid sesquihydrate